N-(2,4-dichloro-6-methylbenzyl)-5-fluoro-8-hydroxy-8-(hydroxymethyl)-5,6,7,8-tetrahydroquinoline-5-carboxamide ClC1=C(CNC(=O)C2(C=3C=CC=NC3C(CC2)(CO)O)F)C(=CC(=C1)Cl)C